The molecule is a heterodetic cyclic peptide that is an intermediate in the biosynthesis of nosiheptide by Streptomyces actuosus It has a role as a bacterial metabolite. It is a heterodetic cyclic peptide and an azamacrocycle. C/C=C\\1/C2=NC=C(S2)C(=O)N[C@H](C3=NC(=CS3)C(=O)N[C@H](C4=NC(=CS4)C5=C(C=CC(=N5)C6=NC(=CS6)C(=O)NC(=C)C(=O)NC(=C)C(=O)O)C7=NC(=CS7)C(=O)N[C@H](C(=O)N1)[C@@H](C)O)CSC(=O)C8=C(C9=CC=CC=C9N8)C)CCC(=O)O